2-chloropyridine-6-carbonitrile ClC1=NC(=CC=C1)C#N